(4-chlorophenyl)(methyl)sulfane ClC1=CC=C(C=C1)SC